C(C1=CC=CC=C1)N(C1C(CN(C1)C(=O)C1(CC1)O)(F)F)CC1=CC=CC=C1 1-[4-(dibenzylamino)-3,3-difluoropyrrolidine-1-carbonyl]cyclopropan-1-ol